2-(3,5-Dichloro-4-((2-(pyridin-2-ylmethyl)-1-oxo-1,2,3,4-tetrahydroisoquinoline-6-yl)oxy)phenyl)-1,2,4-triazine ClC=1C=C(C=C(C1OC=1C=C2CCN(C(C2=CC1)=O)CC1=NC=CC=C1)Cl)N1NC=CN=C1